C(CCCCCCCCCCCCCCCCC(=O)OCCCCOC=C)(=O)OCCCCOC=C di(4-vinyloxybutyl) octadecanedioate